ethyl 2-(2-((7-(3-(((tert-butoxycarbonyl)amino)methyl)phenyl)-2-(methylcarbamoyl)benzofuran-5-yl)methoxy)phenyl)acetate C(C)(C)(C)OC(=O)NCC=1C=C(C=CC1)C1=CC(=CC=2C=C(OC21)C(NC)=O)COC2=C(C=CC=C2)CC(=O)OCC